(S)-1-(3-(6-amino-4,6-dihydrospiro[cyclopenta[d]oxazole-5,4'-piperidin]-1'-yl)-6-(2,3-dichlorophenyl)-5-methylpyrazin-2-yl)cyclopropane-1-ol N[C@@H]1C2=C(N=CO2)CC12CCN(CC2)C=2C(=NC(=C(N2)C)C2=C(C(=CC=C2)Cl)Cl)C2(CC2)O